CN(C1=CC=C(C=C1)C)C N,N-dimethyl-p-methylaniline